2-((6-methoxypyridin-3-yl)methyl)-6-(phenylsulfonyl)phthalazin-1(2H)-one COC1=CC=C(C=N1)CN1C(C2=CC=C(C=C2C=N1)S(=O)(=O)C1=CC=CC=C1)=O